NC=1C2=C(C(NN1)=O)N(N=C2C2=CC=C(CNC(C1=C(C=CC(=C1)F)OC)=O)C=C2)C2CCC(CC2)O N-(4-(4-amino-1-((1S,4S)-4-hydroxycyclohexyl)-7-oxo-6,7-dihydro-1H-pyrazolo[3,4-d]Pyridazin-3-yl)benzyl)-5-fluoro-2-methoxybenzamide